2-Chloro-6-fluorobenzyl-3-oxo-3,4-dihydro-2H-benzo[b][1,4]thiazine-6-carbonitrile ClC1=C(CC2C(NC3=C(S2)C=CC(=C3)C#N)=O)C(=CC=C1)F